[O-2].[Nb+5].[Sn+4] tin-niobium oxide